Cl.FCC(N)C1=CC=CC=C1 2-fluoro-1-phenylethan-1-amine hydrochloride